C1=CC(=C(C=C1N)CCO)N.OS(=O)(=O)O 2,5-diaminophenylethanol sulfate